N-(4-(4-amino-7-cyano-3-(3-fluoro-4-((6-methylpyridin-2-yl)oxy)phenyl)-1-methyl-1H-pyrrolo[3,2-c]pyridin-2-yl)-3-methylphenyl)methacrylamide NC1=NC=C(C2=C1C(=C(N2C)C2=C(C=C(C=C2)NC(C(=C)C)=O)C)C2=CC(=C(C=C2)OC2=NC(=CC=C2)C)F)C#N